ClC1=C(C(=O)NC=2C(=NN(C2)C(C2=C(C=CC=C2Cl)Cl)=O)C(=O)NC2CCNCC2)C(=CC=C1)Cl 4-(2,6-dichlorobenzamido)-1-(2,6-dichlorobenzoyl)-N-(piperidin-4-yl)-1H-pyrazole-3-carboxamide